FC1=C(CNC=2C=C3C(=NNC3=CC2)C=CC2=NC=CC=C2)C=CC=C1 N-(2-fluorobenzyl)-3-(2-(pyridin-2-yl)vinyl)-1H-indazol-5-amine